[Na].CNC(S)=S N-methyl-dithiocarbamic acid sodium